trimethyl(2-methylpropyl)phosphonium C[P+](CC(C)C)(C)C